OC[C@@H]1C[C@@]2(CN1C([C@H](CC(C)C)NC(OCC1=CC=CC=C1)=O)=O)C(NC1=CC=CC=C12)=O Benzyl ((S)-1-((3R,5'S)-5'-(hydroxymethyl)-2-oxospiro[indoline-3,3'-pyrrolidine]-1'-yl)-4-methyl-1-oxopentan-2-yl)carbamate